ClC1=C(C(=NN1C1OCCCC1)C)[N+](=O)[O-] 5-Chloro-3-methyl-4-nitro-1-(tetrahydro-2H-pyran-2-yl)-1H-pyrazole